IC(O)C1=CC=CC=C1 α-iodobenzenemethanol